NC1=NC=CC(=C1I)OC1=C(C=C(C=C1)NC(=O)C=1C(N(C(N(C1)CC=1N=C(SC1)C)=O)C1=CC=C(C=C1)F)=O)F N-(4-((2-amino-3-iodopyridin-4-yl)oxy)-3-fluorophenyl)-3-(4-fluorophenyl)-1-((2-methylthiazol-4-yl)methyl)-2,4-dioxo-1,2,3,4-tetrahydropyrimidine-5-carboxamide